2,6-dibromo-9-(4-naphthyl-phenyl)anthracene BrC1=CC2=C(C3=CC=C(C=C3C=C2C=C1)Br)C1=CC=C(C=C1)C1=CC=CC2=CC=CC=C12